phenyl (isopropoxy-L-alaninyl) chlorophosphate P(=O)(OC1=CC=CC=C1)(OC([C@@H](NOC(C)C)C)=O)Cl